Cyclohexoxyethyl acrylate C(C=C)(=O)OCCOC1CCCCC1